C(CCC\C=C/CC)OC(CCC(=O)OCC(COC(CCCCCC(=O)[O-])=O)CO)OCCCC\C=C/CC 7-(3-((4,4-bis(((Z)-oct-5-en-1-yl) oxy) butanoyl) oxy)-2-(hydroxymethyl) propoxy)-7-oxoheptanoate